ClC1=C(C(=O)NC2=C(C=3C(=NC4=CC=CC=C4N3)N2CCC2=CC=CC=C2)C#N)C=CC=C1Cl 2,3-dichloro-N-[3-cyano-1-(2-phenylethyl)-1H-pyrrolo[2,3-b]quinoxalin-2-yl]benzamide